3-((4-(4-(2-(4-aminopiperidin-1-yl)ethyl)piperazin-1-yl)phenyl)amino)piperidine-2,6-dione NC1CCN(CC1)CCN1CCN(CC1)C1=CC=C(C=C1)NC1C(NC(CC1)=O)=O